Ethyl 2-(2,6-dimethyl-4-((3-(3-chloro-4-(trifluoromethyl)phenyl)-2,5-dioxoimidazolin-1-yl)methyl)phenoxy)-2-methylpropionate CC1=C(OC(C(=O)OCC)(C)C)C(=CC(=C1)CN1C(N(CC1=O)C1=CC(=C(C=C1)C(F)(F)F)Cl)=O)C